[1,4,7,10,13,16,19,22,25,28]decaazacyclotriacontin N1=CC=NC=CN=CC=NC=CN=CC=NC=CN=CC=NC=CN=CC=NC=C1